7-(1-(5-((5-Chloro-4-fluoro-2,3-dihydro-1H-inden-2-yl)amino)pyridin-2-yl)-2,2,2-trifluoroethyl)-1,7-diazaspiro[4.4]nonane-2,6-dione ClC=1C(=C2CC(CC2=CC1)NC=1C=CC(=NC1)C(C(F)(F)F)N1C(C2(CCC(N2)=O)CC1)=O)F